2-((4-(2-(4-chloro-2-fluorophenyl)-4-methyl-3-oxo-3,4-dihydro-2H-benzo[b][1,4]oxazin-8-yl)piperidin-1-yl)methyl)-1-(((S)-oxetan-2-yl)methyl)-1H-benzo[d]imidazole-6-carboxylic acid ClC1=CC(=C(C=C1)C1C(N(C2=C(O1)C(=CC=C2)C2CCN(CC2)CC2=NC1=C(N2C[C@H]2OCC2)C=C(C=C1)C(=O)O)C)=O)F